BrC=1C=NN(C1)C(C)N(C)C (4-bromopyrazol-1-yl)-N,N-dimethyl-ethylamine